ClC1=C(C(=NC=C1)O)C(=O)OC methyl 4-chloro-2-hydroxypyridine-3-carboxylate